C12(CC(C1)C2)NC2=CC=C(C=N2)C=2C=CC(N(N2)CC=2C=NC=C(C2)F)=O 6-(6-(bicyclo[1.1.1]pentan-1-ylamino)pyridin-3-yl)-2-((5-fluoropyridin-3-yl)methyl)pyridazin-3(2H)-one